1-t-butoxycarbonyl-4-(4-aminophenyl)piperazine Dimethyl-(2E,10E)-dodeca-2,10-dienedioate COC(\C=C\CCCCCC\C=C\C(=O)OC)=O.C(C)(C)(C)OC(=O)N1CCN(CC1)C1=CC=C(C=C1)N